CS(=O)(=O)C1=CC=C(C=C1)CON=C(C)C=1C=C(OCC(=O)OC)C=CC1 methyl 2-{3-[N-{[4-(methanesulfonyl)phenyl]methoxy}ethanimidoyl]phenoxy}acetate